3-Iodo-1-(tetrahydro-2H-pyran-2-yl)-1,6,7,8-tetrahydropyrano[2,3-f]indazole IC1=NN(C2=CC3=C(C=C12)OCCC3)C3OCCCC3